(S)-2-(4-bromophenyl)-1-(4-((5R,7R)-7-hydroxy-5-methyl-6,7-dihydro-5H-cyclopenta[d]pyrimidin-4-yl)piperazin-1-yl)-3-(4-isopropylpiperazin-1-yl)propan-1-one BrC1=CC=C(C=C1)[C@H](C(=O)N1CCN(CC1)C=1C2=C(N=CN1)[C@@H](C[C@H]2C)O)CN2CCN(CC2)C(C)C